FC(C=1C=C(C(=O)NC(C)C=2C(=NC=CN2)C2=NOC(=N2)C(=O)OC)C=C(C1)C(F)(F)F)(F)F methyl 3-[3-[1-[[3,5-bis(trifluoromethyl)benzoyl]amino]ethyl]pyrazin-2-yl]-1,2,4-oxadiazole-5-carboxylate